(6S)-5-[4-(trifluoromethyl)-2-oxabicyclo[2.1.1]hexane-1-carbonyl]-5-azaspiro[2.4]heptane-6-carboxylic acid FC(C12COC(C1)(C2)C(=O)N2CC1(CC1)C[C@H]2C(=O)O)(F)F